7-cyano-1-benzofuran-2-carboxylic acid C(#N)C1=CC=CC=2C=C(OC21)C(=O)O